C1(CCCCC1)P(C1=C(C=CC=C1)C1=C(C=CC=C1OC)OC)C1CCCCC1 dicyclohexyl-({2',6'-dimethoxy-[1,1'-biphenyl]-2-yl})phosphine